1-(1H-imidazole-2-yl)-beta-carboline-3-carboxylic acid benzyl ester C(C1=CC=CC=C1)OC(=O)C=1N=C(C=2NC3=CC=CC=C3C2C1)C=1NC=CN1